N-(6-Amino-5-methyl-3-pyridyl)-2-oxo-2-[(2S)-2-phenyl-1-piperidyl]acetamide NC1=C(C=C(C=N1)NC(C(N1[C@@H](CCCC1)C1=CC=CC=C1)=O)=O)C